O1C(OCC1)C=1C=CC(=NC1)C1=C2CCN(C2=CC=C1)C=1C=C(C=2N(N1)C(=CN2)C(=O)N[C@H]2[C@H](C2)F)N(C)CC2=CC=C(C=C2)OC 6-{4-[5-(1,3-dioxolan-2-yl)pyridin-2-yl]-2,3-dihydroindol-1-yl}-N-[(1R,2S)-2-fluorocyclopropyl]-8-{[(4-methoxyphenyl)methyl](methyl)amino}imidazo[1,2-b]pyridazine-3-carboxamide